C(CCCCCCCCCCCC)C=CC(=O)O 3-tridecylprop-2-enoic acid